3-(chloromethyl)-9H-carbazole-9-carboxylic acid tert-butyl ester C(C)(C)(C)OC(=O)N1C2=CC=CC=C2C=2C=C(C=CC12)CCl